CC(CCOC(CC(CC(C)(C)C)C)=O)CC(CC(C)(C)C)(C)C 3,5,5-trimethylhexanoic acid-3,5,5,7,7-pentamethyloctyl ester